2-[(2S)-2-methoxypropoxy]quinazolin-4-ol CO[C@H](COC1=NC2=CC=CC=C2C(=N1)O)C